BrC1=CC=2N(C[C@H]3N(C2C=C1)CCC(C3)OCC(=O)O)S(=O)(=O)C3=CC(=CC=C3)C(F)(F)F 2-(((6aS)-3-bromo-5-((3-(trifluoromethyl)phenyl)sulfonyl)-6,6a,7,8,9,10-hexahydro-5H-pyrido[1,2-a]quinoxalin-8-yl)-oxy)acetic acid